COCCC1=CC=C(C=C1)C#CC(C)(N)C 4-(4-(2-methoxyethyl)phenyl)-2-methylbut-3-yn-2-amine